C(CCC)C1=CC=C(C=C1)N(C1=CC=C(C2=CC=C(N(C3=CC=CC=C3)C3=CC=CC=C3)C=C2)C=C1)C1=CC=C(C=C1)CCCC bis(4-butylphenyl)-N,N-bis(phenyl)-benzidine